N-methyl-2-[1-(pyridin-2-yl)-1H-pyrazol-4-yl]-N-[(3S)-pyrrolidin-3-yl]-1,3-thiazole-4-carboxamide CN(C(=O)C=1N=C(SC1)C=1C=NN(C1)C1=NC=CC=C1)[C@@H]1CNCC1